2-propene-1-sulfonate C(C=C)S(=O)(=O)[O-]